2-((allyloxy)methyl)undec-1-ene benzyl-7'-(4-chloro-2-(trifluoromethyl)phenyl)-2'-(2-ethoxypyridin-3-yl)-7',8'-dihydro-6'H-spiro[piperidine-4,5'-[1,7]naphthyridine]-1-carboxylate C(C1=CC=CC=C1)OC(=O)N1CCC2(C=3C=CC(=NC3CN(C2)C2=C(C=C(C=C2)Cl)C(F)(F)F)C=2C(=NC=CC2)OCC)CC1.C(C=C)OCC(=C)CCCCCCCCC